O[C@H]1C[C@H](CCC1)C(=O)OC(C)C isopropyl (1S,3R)-3-hydroxycyclohexanecarboxylate